CCCCCCCCCCCCCCCC=CC1=NCCN1C(C)O 1-Hydroxyethyl-2-heptadecenyl-imidazolin